4-(piperidin-1-yl)-8,14-dioxa-10,19,20-triazatetracyclo[13.5.2.12,6.018,21]tricosa-1(20),2,4,6(23),15,17,21-heptaen-9-one N1(CCCCC1)C=1C=C2C3=NNC4=CC=C(OCCCNC(OCC(C1)=C2)=O)C=C34